dipropylene glycol monotert-butyl ether C(C)(C)(C)OC(C)COC(C)CO